dihydroxymethyltricyclo(5.2.1.02,6)decane OC(O)C12C3CCCC3C(CC1)C2